FC=1C=C(C=CC1)CNC(C1=CN=CC(=C1N1CC2(CCCN2)CC1)C1=CC(=CC(=C1)F)F)=O N-(m-fluorophenyl)methyl-4-(1,7-diaza-7-spiro[4.4]nonyl)-5-(3,5-difluorophenyl)nicotinamide